(1S)-N-{(1S)-1-[5-(4-Chlorophenyl)-1,3-oxazol-2-yl]-7-oxononyl}-6-ethyl-6-azaspiro[2.5]octan-1-carboxamid ClC1=CC=C(C=C1)C1=CN=C(O1)[C@H](CCCCCC(CC)=O)NC(=O)[C@H]1CC12CCN(CC2)CC